7-chloro-6-methyl-[1,3]dioxolo[4,5-b]pyridin-5-amine ClC1=C2C(=NC(=C1C)N)OCO2